BrC=1C=C(C(=C(C1)OC)C(C)C)OC 5-bromo-1,3-dimethoxy-2-isopropylbenzene